butyl-2-cyclohexyl alcohol C(CCC)C1C(CCCC1)O